FC(C(=O)O)(F)F.N[C@H](C(=O)NC=1C(=CC(=C(C(=O)N)C1)C(C(NCC(F)(F)F)=O)C)F)C(C1CC1)C1CC1 5-((S)-2-amino-3,3-dicyclopropylpropanamido)-4-fluoro-2-(1-oxo-1-((2,2,2-trifluoroethyl)amino)propan-2-yl)benzamide trifluoroacetate